The molecule is an aromatic ether that is the 3,5-dimethoxybenzyl derivative of N-(2-{4-[3-(4-amino-5-chloro-2-hydroxyphenyl)-3-oxopropyl]piperidin-1-yl}ethyl)methanesulfonamide. A potent and selective 5-HT4 antagonist, with a pKi of 9.1 at 5-HT4 receptors in guinea pig striatal membranes and greater than 1000-fold selectivity over 5-HT1A, 2C, 3 and D1, D2, M1, M2, AT1, B1 and alpha1C receptors. The ketone group gives RS 39604 a relatively long half life; it is also orally active and so suitable for in vivo studies. It has a role as a serotonergic antagonist. It is a member of piperidines, an aromatic ether, a sulfonamide, an aromatic ketone and a member of monochlorobenzenes. COC1=CC(=CC(=C1)COC2=CC(=C(C=C2C(=O)CCC3CCN(CC3)CCNS(=O)(=O)C)Cl)N)OC